1-(2'-methylphenyl)thiourea CC1=C(C=CC=C1)NC(=S)N